C1(=CC=CC=C1)C(C(=O)OC1(CC(=C(CC1)C)C)C(C)=O)C1=CC=CC=C1 1-acetyl-3,4-dimethyl-cyclohex-3-en-1-yl 2,2-diphenylacetate